COC=1C=C2CCN(C(C2=CC1OC)CCC1=CNC2=C(C=CC=C12)C)CC1CCOCC1 6,7-dimethoxy-1-(2-(7-methyl-1H-indol-3-yl)ethyl)-2-((tetrahydro-2H-pyran-4-yl)methyl)-1,2,3,4-tetrahydroisoquinoline